tributyl-({[4-(trifluoromethyl)phenyl]methoxy}methyl)stannane C(CCC)[Sn](COCC1=CC=C(C=C1)C(F)(F)F)(CCCC)CCCC